6-(((1S,2S,4R)-bicyclo[2.2.1]heptan-2-yl)carbamoyl)picolinate [C@H]12[C@H](C[C@H](CC1)C2)NC(=O)C2=CC=CC(=N2)C(=O)[O-]